3-(2-methoxyphenyl)butanal COC1=C(C=CC=C1)C(CC=O)C